(1R,3S,5R)-2-(2-(3-acetyl-5-(2-methylpyrimidin-5-yl)-1H-indazol-1-yl)acetyl)-5-methyl-N-propyl-2-azabicyclo[3.1.0]hexane-3-carboxamide C(C)(=O)C1=NN(C2=CC=C(C=C12)C=1C=NC(=NC1)C)CC(=O)N1[C@@H]2C[C@@]2(C[C@H]1C(=O)NCCC)C